(R)-(7-((4-(ethylamino)-3-(trifluoromethyl)-1H-pyrrolo[2,3-b]pyridin-6-yl)amino)-2,3-dihydrobenzofuran-4-yl)(3-morpholinopyrrolidin-1-yl)methanone C(C)NC1=C2C(=NC(=C1)NC1=CC=C(C=3CCOC31)C(=O)N3C[C@@H](CC3)N3CCOCC3)NC=C2C(F)(F)F